1-aminopentane NCCCCC